N-((S)-(7-((R)-Cyclopropyl((R*)-5,5,5-trifluoro-3-methylpentanamido)methyl)imidazo[1,2-b]pyridazin-2-yl)(4,4-difluorocyclohexyl)methyl)-4-methyl-1,2,5-oxadiazole-3-carboxamide C1(CC1)[C@H](C1=CC=2N(N=C1)C=C(N2)[C@@H](NC(=O)C2=NON=C2C)C2CCC(CC2)(F)F)NC(C[C@H](CC(F)(F)F)C)=O |o1:34|